C1(CC1)N(C1=C(C(=NC=N1)NCC1C(CN(CC1)CC(=O)N)C(F)(F)F)F)CC1=CC=C(C=C1)C(F)(F)F 2-(4-(((6-(cyclopropyl(4-(trifluoromethyl)benzyl)amino)-5-fluoropyrimidin-4-yl)amino)methyl)-3-(trifluoromethyl)piperidin-1-yl)acetamide